N-(1-((1s,3s)-3-ethoxycyclobutyl)-3-(6-fluoropyridin-2-yl)-1H-pyrazol-4-yl)-2-(1H-pyrazol-4-yl)thiazole-4-carboxamide C(C)OC1CC(C1)N1N=C(C(=C1)NC(=O)C=1N=C(SC1)C=1C=NNC1)C1=NC(=CC=C1)F